ClC=1C(=CC(=C(C1)C=1C=C(C=CC1F)CN1C(CCC1)=O)O)C 1-[[3-(5-Chloro-2-hydroxy-4-methylphenyl)-4-fluorophenyl]methyl]pyrrolidin-2-one